3-[3-(3-chloro-2-fluorophenoxy)-6-methylpyridazin-4-yl]-5-[(2-chloro-4-methylphenyl)methyl]-5,6-dihydro-4H-1,2,4-oxadiazine ClC=1C(=C(OC=2N=NC(=CC2C2=NOCC(N2)CC2=C(C=C(C=C2)C)Cl)C)C=CC1)F